FC(C1=NN(C=C1)C1CCC(CC1)CO)F 3-(difluoromethyl)-1-((1R,4R)-4-(hydroxymethyl)cyclohexyl)-1H-pyrazole